O=C1CC(CN1)C(=O)N1CCC(CC1)C(=O)O 5-oxopyrrolidine-3-carbonyl-piperidine-4-carboxylic acid